(E)-1-(2-chloro-4-nitrophenyl)-3-(2-chloro-5-((2-fluoroethyl)mercapto)phenyl)-2-hydroxyguanidine ClC1=C(C=CC(=C1)[N+](=O)[O-])N/C(=N\O)/NC1=C(C=CC(=C1)SCCF)Cl